C(C)(C)(C)OC(=O)NC(CCOC1=CC(=NC=C1[N+](=O)[O-])C(=O)O)C 4-(3-((tert-butoxycarbonyl)amino)butoxy)-5-nitropyridine-2-carboxylic acid